[C@@H]12CNC[C@@H](CC1)C2C2=C1CN(C(C1=CC=C2F)=O)C2C(NC(CC2)=O)=O 3-(4-((1R,5S,8r)-3-azabicyclo[3.2.1]octan-8-yl)-5-fluoro-1-oxoisoindolin-2-yl)piperidine-2,6-dione